Cl.Cl.NCCCC(=O)NC1=CC=C(C=C1)C#CCN 4-amino-N-(4-(3-aminoprop-1-yn-1-yl)phenyl)butanamide dihydrochloride